2-chloro-N-(((1r,5s,6s)-3-(5-(3-cyano-6-(2-hydroxy-2-methylpropyloxy)pyrazolo[1,5-a]pyridin-4-yl)pyrazin-2-yl)-3-azabicyclo[3.1.0]hexan-6-yl)methyl)-6-fluorobenzamide ClC1=C(C(=O)NCC2[C@@H]3CN(C[C@H]23)C2=NC=C(N=C2)C=2C=3N(C=C(C2)OCC(C)(C)O)N=CC3C#N)C(=CC=C1)F